ClC1=NN2C(C(=N1)[C@@H]1[C@H](C1)C(F)F)=CC=C2 2-chloro-4-((1S,2S)-2-(difluoromethyl)cyclopropyl)pyrrolo[2,1-f][1,2,4]triazine